glycerol monodecanoate C(CCCCCCCCC)(=O)OCC(O)CO